CN1N=NC2=C1C=CC(=C2C)C(C(C(=O)O)(C)C)C2=CC(=C(C=C2)C)CN2CC(OC1=CC=3C=CC=NC3C=C1C2)CCC 3-(1,4-dimethyl-1H-benzo[d][1,2,3]triazol-5-yl)-2,2-dimethyl-3-(4-methyl-3-((2-propyl-2,3-dihydro-[1,4]oxazepino[7,6-g]quinolin-4(5H)-yl)methyl)phenyl)propionic acid